6-((1S,2S)-2-(5-(difluoromethoxy)pyrimidin-2-yl)cyclobutyl)-4-oxo-1-((S)-1-(6-(trifluoromethyl)pyridin-3-yl)ethyl)-4,5-dihydro-1H-pyrazolo[3,4-d]pyrimidine-3-carbonitrile FC(OC=1C=NC(=NC1)[C@@H]1[C@H](CC1)C=1NC(C2=C(N1)N(N=C2C#N)[C@@H](C)C=2C=NC(=CC2)C(F)(F)F)=O)F